3-benzoyl-5,8-difluoro-2-((4-(pentafluorosulfanyl)benzyl)sulfinyl)quinolin-4(1H)-one C(C1=CC=CC=C1)(=O)C1=C(NC2=C(C=CC(=C2C1=O)F)F)S(=O)CC1=CC=C(C=C1)S(F)(F)(F)(F)F